BrC1=C(C(=CC(=C1)OCOC)Cl)I 1-bromo-3-chloro-2-iodo-5-(methoxymethoxy)benzene